C(C)(C)(C)OC(=O)N1CCC(CC1)C=1C=C2C(=CNC2=CC1)CCO[Si](C)(C)C(C)(C)C 4-(3-(2-((tert-butyldimethylsilyl)oxy)ethyl)-1H-indol-5-yl)piperidine-1-carboxylic acid tert-butyl ester